C(C1=CC=CC=C1)OC1=NN2C(C=CC(=C2)N)=C1 2-benzyloxypyrazolo[1,5-a]pyridin-6-amine